N-(3-(4-aminophenyl)-1-methyl-1H-pyrazol-5-yl)-4-methoxybenzamide NC1=CC=C(C=C1)C1=NN(C(=C1)NC(C1=CC=C(C=C1)OC)=O)C